1,2-Dipalmitoyl-sn-glycero-3-phosphorylethanolamine C(CCCCCCCCCCCCCCC)(=O)OC[C@@H](OC(CCCCCCCCCCCCCCC)=O)COP(=O)(O)OCCN